C(CC)S(=O)(=O)O.O[Na] hydroxysodium propanesulfonate